methyl 4-ethyl-5-(2-(1-methyl-1H-pyrazol-4-yl)pyrazolo[5,1-b]thiazole-7-carboxamido)thiophene-2-carboxylate C(C)C=1C=C(SC1NC(=O)C=1C=NN2C1SC(=C2)C=2C=NN(C2)C)C(=O)OC